tert-butyl (Z)-2-(4-(pyridin-2-yl)benzylidene)hydrazine-1-carboxylate N1=C(C=CC=C1)C1=CC=C(\C=N/NC(=O)OC(C)(C)C)C=C1